C(C)(=O)N1CC2(CC2C(=O)N2[C@@H](C[C@H](C2)F)C(=O)N[C@H](C2=CC=C(C=C2)C(C)C)C2=CC=CC=C2)CC1 (2S,4R)-1-{5-acetyl-5-azaspiro[2.4]heptane-1-carbonyl}-4-fluoro-N-[(S)-phenyl[4-(propan-2-yl)phenyl]methyl]pyrrolidine-2-carboxamide